C1(=CC=C(C=C1)OCCN)C 2-(p-tolyloxy)ethan-1-amine